3-(2-(2-(3-(4-amino-1-(tert-butyl)-1H-pyrazolo[3,4-d]pyrimidin-3-yl)-5-cyclopropylisoxazol-4-yl)pyrimidin-5-yl)ethoxy)propan-1-ol NC1=C2C(=NC=N1)N(N=C2C2=NOC(=C2C2=NC=C(C=N2)CCOCCCO)C2CC2)C(C)(C)C